CN(CCCCC(=O)OCC(COC(CC(CCCCC)CCCCC)=O)(COC(CC(CCCCC)CCCCC)=O)COC(CC(CCCCC)CCCCC)=O)C [2-[5-(dimethylamino)pentanoyloxymethyl]-3-(3-pentyloctanoyloxy)-2-(3-pentyloctanoyloxymethyl)propyl]3-pentyloctanoate